[Cl-].C(C)(C)C1=C(C(=CC=C1)C(C)C)[N+]1=CN2C(C=CC=C2N(C)C)=C1 2-(2,6-diisopropylphenyl)-5-(dimethylamino)imidazo[1,5-a]pyridin-2-ium chloride